FC1=C(C(=O)N(C2=NC=CC3=CC=CC(=C23)C)[C@H]2CN(CCC2)C(=O)OC(C)(C)C)C=CC(=C1)N(C1=NC=CC=N1)C tert-butyl (R)-3-(2-fluoro-4-(methyl(pyrimidin-2-yl)amino)-N-(8-methylisoquinolin-1-yl)benzamido)-piperidine-1-carboxylate